6-(1-(1-(L-valyl)piperidin-4-yl)-5-methyl-1H-pyrazol-4-yl)-4-((R)-1-(5-fluoropyridin-2-yl)eth-oxy)pyrazolo[1,5-a]pyridine-3-carbonitrile N[C@@H](C(C)C)C(=O)N1CCC(CC1)N1N=CC(=C1C)C=1C=C(C=2N(C1)N=CC2C#N)O[C@H](C)C2=NC=C(C=C2)F